4,6-dichloro-5-aminopyrimidine ClC1=NC=NC(=C1N)Cl